NC1=NC=C(C=C1[C@@H](C)N[S@](=O)C(C)(C)C)Cl (R)-N-((R)-1-(2-amino-5-chloropyridin-3-yl)ethyl)-2-methylpropane-2-sulfinamide